3-methyl-1,4,6,7-tetra-hydro-indazol-5-one CC1=NNC=2CCC(CC12)=O